FC1=NC(=C2N=CNC2=N1)C=1C(=NC=CC1)NC=1C=C(C=CC1C)NC(C1=NC=CC(=C1)C(F)(F)F)=O N-(3-(3-(2-fluoro-9H-purin-6-yl)pyridin-2-ylamino)-4-methylphenyl)-4-(trifluoromethyl)picolinamide